3,4-dimethylthiazolium-2-carboxylate C[N+]1=C(SC=C1C)C(=O)[O-]